potassium 3-(10H-phenothiazin-10-yl)propane C1=CC=CC=2SC3=CC=CC=C3N(C12)CCC.[K]